Benzyl (2-(((2-(2-pyridyl)-1-(phenyl)ethyl)carbamoyl)oxy)ethyl)carbamate N1=C(C=CC=C1)CC(C1=CC=CC=C1)NC(=O)OCCNC(OCC1=CC=CC=C1)=O